C(C1=CC=CC=C1)N(C(C)C1=NC(=NC(=N1)NC1=CC=CC=C1)N)CC 6-(1-(benzyl(ethyl)amino)ethyl)-N2-phenyl-1,3,5-triazine-2,4-diamine